ClC1=CC(=C(C=C1)CCC1=CC=CC2=C1N=C1N2CCN(C1)C(=O)OC(C)(C)C)F tert-butyl 9-[2-(4-chloro-2-fluorophenyl)ethyl]-1,2,3,4-tetrahydrobenzo[4,5]imidazo[3,2-a]pyrazine-2-carboxylate